[Pt+2].C(C)[Si](C(C(=O)C(C)C)C(=O)C(C)C)(OC)OC.C(C)[Si](C(C(=O)C(C)C)C(=O)C(C)C)(OC)OC bis[2-(ethyldimethoxysilyl)1,3-diisopropyl-1,3-propanedione] platinum (II)